5-(2-acetyl-1,2,3,4-tetrahydroisoquinolin-6-yl)-6-(morpholine-4-carbonyl)quinoline-2-carbaldehyde C(C)(=O)N1CC2=CC=C(C=C2CC1)C1=C2C=CC(=NC2=CC=C1C(=O)N1CCOCC1)C=O